C(C1=CC=CC=C1)OC1=NN=C(C2=CC(=CC=C12)C#N)Cl 1-Benzyloxy-4-chlorophthalazine-6-carbonitrile